CN1C=NC=2N=C(NC(C12)=O)NCC(=O)O 2-(7-methyl-6-oxo-6,7-dihydro-1H-purin-2-ylamino)acetic acid